CC(=O)NCC(=O)O.CC(=O)NCC(=O)O.C1=CC(=CC=C1C(=N)N)NN=NC2=CC=C(C=C2)C(=N)N The molecule is an N-acetylglycinate salt resulting from the reaction of diminazene with 2 mol eq. of N-acetylglycine. It has a role as an antiparasitic agent and a trypanocidal drug. It contains a diminazene(2+).